tert-butyl ((5-(4-(3-hydroxy-3-methylbutoxy)phenyl)-4-oxo-7-(pyridin-3-yl)-4,7-dihydro-3H-pyrrolo[2,3-d]pyrimidin-3-yl)methyl) phosphate P(=O)(OC(C)(C)C)(OCN1C=NC2=C(C1=O)C(=CN2C=2C=NC=CC2)C2=CC=C(C=C2)OCCC(C)(C)O)[O-]